OC(CC(=O)[O-])CCCCCC 3-hydroxy-nonanoat